ClCC=C(C)Cl 1,3-dichloro-trans-2-butene